1-(but-3-yn-2-yl)-N-((1S)-2-((2-fluoro-4-(1-(methyl(2,2,2-trifluoroethyl)amino)-1-oxopropan-2-yl)phenyl)amino)-1-(4-methylcyclohexyl)-2-oxoethyl)-1H-pyrazole-5-carboxamide CC(C#C)N1N=CC=C1C(=O)N[C@H](C(=O)NC1=C(C=C(C=C1)C(C(=O)N(CC(F)(F)F)C)C)F)C1CCC(CC1)C